N-(2H-1,3-benzodioxol-4-yl)-1-[3-(2,3-dichlorophenyl)-1H-pyrazolo[3,4-b]pyrazin-6-yl]-4-methylpiperidine-4-carboximidamide O1COC2=C1C=CC=C2NC(=N)C2(CCN(CC2)C2=CN=C1C(=N2)NN=C1C1=C(C(=CC=C1)Cl)Cl)C